C(C=C)(=O)N1CCC2(CC(C2)N2N=CC(=C2C)C=2C=C(C=3N(C2)N=CC3C#N)OC(CO)C3=NN(C=C3)C)CC1 6-(1-(7-acryloyl-7-azaspiro[3.5]nonan-2-yl)-5-methyl-1H-pyrazol-4-yl)-4-(2-hydroxy-1-(1-methyl-1H-pyrazol-3-yl)ethoxy)pyrazolo[1,5-a]pyridine-3-carbonitrile